FC1=C(CCC=2C=C3CCC(C3=CC2)N2CCC(CC2)C(=O)OC)C(=CC=C1)F methyl 1-(5-(2,6-difluorophenethyl)-2,3-dihydro-1H-inden-1-yl)piperidine-4-carboxylate